FC=1C(=CC=2C3=C(NC(C2C1)=O)COC[C@H]3N(C(C3=CC=C(C=C3)C(F)F)=O)C)F (S)-N-(8,9-Difluoro-6-oxo-1,4,5,6-tetrahydro-2H-pyrano[3,4-c]isoquinolin-1-yl)-4-(difluoromethyl)-N-methylbenzamide